(2,3-dihydro-1H-inden-1-yl) (phenyl) ketone C1(=CC=CC=C1)C(=O)C1CCC2=CC=CC=C12